4-(6,7-difluoro-3-quinolylamino)-2-{5-methoxy-6-[(1s,3s)-3-(dimethylamino)cyclobutoxy]-3-pyridylamino}pyrimidine FC=1C=C2C=C(C=NC2=CC1F)NC1=NC(=NC=C1)NC=1C=NC(=C(C1)OC)OC1CC(C1)N(C)C